O=C(C(=O)NC=1C2=C(C=NC1)C=NN2COCC[Si](C)(C)C)N2[C@H](CN([C@@H](C2)C)C(C(C)(C)C)=O)C2=CC=C(C=C2)N2CCN(CC2)C 2-oxo-2-[(2S,5R)-4-(2,2-dimethylpropanoyl)-5-methyl-2-[4-(4-methylpiperazin-1-yl)phenyl]piperazin-1-yl]-N-[1-(2-trimethylsilylethoxymethyl)pyrazolo[4,3-c]pyridin-7-yl]acetamide